(5S)-2-{[1-(6-chloropyridin-2-yl)cyclopropyl]methyl}-5-{[(3S)-3-fluoropyrrolidin-1-yl]carbonyl}-5,6,7,8-tetrahydro[1,2,4]triazolo[4,3-a]pyridin-3(2H)-one ClC1=CC=CC(=N1)C1(CC1)CN1N=C2N([C@@H](CCC2)C(=O)N2C[C@H](CC2)F)C1=O